C1=CC(=CC=C1)C1=CC=CC=C1 3,4'-biphenyl